(3bR,4aR)-ethyl 3b,4,4a,5-tetrahydro-2H-cyclopropa[3,4]cyclopenta[1,2-c]pyrazole-3-carboxylate N=1NC(=C2C1C[C@@H]1[C@H]2C1)C(=O)OCC